C(C1=CC=CC=C1)C(C(=O)NC=1C=NC2=C(C=CC=C2C1C)Cl)(CC(F)(F)F)C 2-benzyl-N-(8-chloro-4-methyl-3-quinolyl)-4,4,4-trifluoro-2-methyl-butanamide